(Z)-ethyl (3-(2-chlorophenyl)-4-(methylcarbamoyl)thiazol-2(3H)-ylidene)carbamate ClC1=C(C=CC=C1)N1/C(/SC=C1C(NC)=O)=N/C(OCC)=O